(R)-N-(2-fluoro-3-hydroxy-3-methylbutyl)-4-(isopropylamino)-6-(1H-pyrazol-4-yl)quinoline-3-carboxamide F[C@H](CNC(=O)C=1C=NC2=CC=C(C=C2C1NC(C)C)C=1C=NNC1)C(C)(C)O